3-(4-bromophenyl)-N-(4-fluorophenyl)oxetan-3-carboxamide BrC1=CC=C(C=C1)C1(COC1)C(=O)NC1=CC=C(C=C1)F